1,2-dibromocyclopent-1-ene BrC1=C(CCC1)Br